C(C)(=O)N1CCN(CC1)CC1=CC=C(C=C1)C(/C=C/C1=CC=C(C=C1)/C=C/C(CO)=O)=O (E)-4-[4-[(E)-3-[4-[(4-Acetylpiperazin-1-yl)methyl]phenyl]-3-oxoprop-1-enyl]phenyl]-1-hydroxybut-3-en-2-one